NC1=NC(N(C2=CC(=CC=C12)C(F)(F)F)C=1C(=NC=CC1)C)=O 4-amino-1-(2-methylpyridin-3-yl)-7-(trifluoromethyl)quinazolin-2-one